Cl.C(C1=CC=CC=C1)OC=1C=C(C=NC1)[C@](O)(C1(CNC1)C)C1=CC=C(C=C1)C(C)C (R)-(5-benzyloxy-pyridin-3-yl)-(4-isopropyl-phenyl)-(3-methyl-azetidin-3-yl)-methanol, hydrochloride